7-((4-(diethylamino)butanoyl)oxy)tridecane-1,13-diyl bis(4,4-bis((3,7-dimethyloct-6-en-1-yl)oxy)butanoate) CC(CCOC(CCC(=O)OCCCCCCC(CCCCCCOC(CCC(OCCC(CCC=C(C)C)C)OCCC(CCC=C(C)C)C)=O)OC(CCCN(CC)CC)=O)OCCC(CCC=C(C)C)C)CCC=C(C)C